magnesium ((2R,3S,5R)-5-(5-methyl-2,4-dioxopyrimidin-1(2H)-yl)-tetrahydrofuran-2-yl)-methyl 4-hydroxybutyl hydrogen phosphate P(=O)(OC[C@@H]1O[C@H](CC1)N1C(NC(C(=C1)C)=O)=O)(OCCCCO)O.[Mg]